BrC=1SC(=C(N1)C)C(=O)N1C[C@H]([C@@H](CC1)C(=O)OCC)C1=CC=CC=C1 Ethyl (3R,4R)-1-[(2-bromo-4-methyl-1,3-thiazol-5-yl) carbonyl]-3-phenylpiperidine-4-carboxylate